COC1=C(CN(S(=O)(=O)C2=NC=CC(=C2)NC(C2=C(N=C(C(=C2)C2CC2)C)N2CCC(CC2)(F)F)=O)CC2=C(C=C(C=C2)OC)OC)C=CC(=C1)OC N-(2-(N,N-bis(2,4-dimethoxybenzyl)sulfamoyl)pyridin-4-yl)-5-cyclopropyl-2-(4,4-difluoropiperidin-1-yl)-6-methylnicotinamide